FC1=C(C(=C(C=C1OC)OC)F)N1C(N(C2=C(C1)C=NC1=C2C=C(N1)CN1CCN(CC1)CCC#N)C)=O 3-(4-{[3-(2,6-difluoro-3,5-dimethoxyphenyl)-1-methyl-2-oxo-2,3,4,7-tetrahydro-1H-pyrrolo[3',2':5,6]pyrido[4,3-d]pyrimidin-8-yl]methyl}piperazin-1-yl)propanenitrile